2-chloro-N-(4-((3,3-difluoropyrrolidin-1-yl)methyl)benzyl)-5-iodopyrimidin-4-amine ClC1=NC=C(C(=N1)NCC1=CC=C(C=C1)CN1CC(CC1)(F)F)I